3-bromo-β,β,4-trifluoro-phenylpropionic acid BrC=1C=C(C=CC1F)C(C(=O)O)C(F)F